C(C)N1C(C2=CC=CC(=C2C1O)NS(=O)(=O)C1=CC(=CC=C1)C#CC1=NC=CC=C1)=O N-(2-ethyl-3-hydroxy-1-oxoisoindolin-4-yl)-3-(pyridin-2-ylethynyl)benzenesulfonamide